C(C)(C)(C)N1CCC(CC1)(O)CN1CCC(CC1)C#C tert-butyl-4-[(4-ethynyl-1-piperidyl)methyl]-4-hydroxy-piperidine